7-(dimethylamino)-4-(trifluoromethyl)coumarin CN(C1=CC=C2C(=CC(OC2=C1)=O)C(F)(F)F)C